N-[5-(1H-benzimidazol-2-yl)-1-methyl-pyrazol-3-yl]-6-(2-oxa-7-aza-spiro[3.5]nonan-7-yl)pyridine-3-carboxamide N1C(=NC2=C1C=CC=C2)C2=CC(=NN2C)NC(=O)C=2C=NC(=CC2)N2CCC1(COC1)CC2